N6-[(benzyloxy)carbonyl]-N-{2-[(α-L-fucopyranosyl)oxy]ethyl}-N2,N2-bis[2-({2-[(α-L-fucopyranosyl)oxy]ethyl}amino)-2-oxoethyl]-L-lysinamide C(C1=CC=CC=C1)OC(=O)NCCCC[C@H](N(CC(NCCO[C@H]1[C@@H](O)[C@H](O)[C@H](O)[C@@H](O1)C)=O)CC(=O)NCCO[C@H]1[C@@H](O)[C@H](O)[C@H](O)[C@@H](O1)C)C(=O)NCCO[C@H]1[C@@H](O)[C@H](O)[C@H](O)[C@@H](O1)C